COC(=O)C=1C=CC2=C(N(C(=N2)CC2CC=C(CC2)C2=NC(=CC=C2)OCC2=CC=C(C=3C=C(OC32)Cl)Cl)CC3=CC=2CC4=CC=CC=C4OC2C=C3)C1 2-((4-(6-((2,4-dichlorobenzofuran-7-yl)methoxy)pyridin-2-yl)cyclohex-3-en-1-yl)methyl)-1-(((S)-xanth-2-yl)methyl)-1H-benzo[d]imidazole-6-carboxylic acid methyl ester